BrC1=C(C=CC(=C1F)OC)F 2-bromo-1,3-difluoro-4-methoxybenzene